C1=C2C=3C(N=C(C2=CN=C1)NC=1C=C(C=CC1)NC(C)=O)=C1N(N3)C=NC=C1 N-(3-(pyrimido[1',6':1,5]pyrazolo[4,3-c][2,7]naphthyridin-5-ylamino)phenyl)acetamide